2-(4-trimethylsilyl-phenyl)ethynyl-aniline C[Si](C1=CC=C(C=C1)C#CNC1=CC=CC=C1)(C)C